OCCS(=O)(=O)NC1=CC(=C(C(=O)NC2=NC(=CC(=N2)C)N2CC3(CC3)CC2)C=C1)N1CCC2(CC2)CC1 4-((2-hydroxyethyl)sulfonamido)-N-(4-methyl-6-(5-azaspiro[2.4]heptan-5-yl)pyrimidin-2-yl)-2-(6-azaspiro[2.5]octan-6-yl)benzamide